ClC1=NC=C(C(=N1)C1=CC2=C(N(C(=N2)C)COCC[Si](C)(C)C)C=C1)Cl 5-(2,5-dichloropyrimidin-4-yl)-2-methyl-1-((2-(trimethylsilyl)ethoxy)methyl)-1H-benzo[d]imidazole